glycerol caprylate decanoate C(CCCCCCCCC)(=O)OC(COC(CCCCCCC)=O)CO